tetraphenyl(tetratridecyl)pentaerythritol tetraphosphite P(O)(O)OC(C(C(OP(O)O)(CCCCCCCCCCCCC)C1=CC=CC=C1)(C(OP(O)O)(CCCCCCCCCCCCC)C1=CC=CC=C1)C(OP(O)O)(CCCCCCCCCCCCC)C1=CC=CC=C1)(CCCCCCCCCCCCC)C1=CC=CC=C1